FC(S(=O)(=O)NCCC[Si]1(CC=CC1)CCCCS(=O)(=O)N)(F)F (3-[1-(3-trifluoromethanesulfonylamino-propyl)-2,5-dihydro-1H-silol-1-yl]-Propyl)-methanesulfonamide